FC=1C(=NC=C(C(=O)[O-])C1)OCCOC1OCCCC1 5-fluoro-6-(2-((tetrahydro-2H-pyran-2-yl)oxy)ethoxy)nicotinate